FC(C1CC(C1)NC(=O)NCC1=CC(=NC=C1)C(F)(F)F)(F)F 1-[(1r,3r)-3-(trifluoromethyl)cyclobutyl]-3-[[2-(trifluoromethyl)pyridin-4-yl]methyl]urea